ethyl 5-(4-fluorobenzyl)-4H-1,2,4-triazole-3-carboxylate FC1=CC=C(CC=2NC(=NN2)C(=O)OCC)C=C1